3-(Benzo[d][1,3]dioxol-5-yl)-3-(7-((1-(cycloheptylamino)-1-oxopropan-2-yl)oxy)naphthalen-2-yl)propanoic acid O1COC2=C1C=CC(=C2)C(CC(=O)O)C2=CC1=CC(=CC=C1C=C2)OC(C(=O)NC2CCCCCC2)C